4-bromo-5-(2,6-dimethylphenoxy)-1-(3-fluoropropyl)pyridin-2(1H)-one BrC1=CC(N(C=C1OC1=C(C=CC=C1C)C)CCCF)=O